O=C1NC(CCC1N1C(C2=CC=CC(=C2C1=O)NCCOCCN1CC(CCC1)CNC(OC(C)(C)C)=O)=O)=O tert-butyl ((1-(2-(2-((2-(2,6-dioxopiperidin-3-yl)-1,3-dioxoisoindolin-4-yl)amino) ethoxyl)ethyl)piperidin-3-yl)methyl)carbamate